6-(1-((2R,5S)-2,5-diethyl-piperazin-1-yl)ethyl)quinoxaline C(C)[C@H]1N(C[C@@H](NC1)CC)C(C)C=1C=C2N=CC=NC2=CC1